6-((3S,4R)-4-((S)-3-(3,5-difluorophenyl)isoxazolidine-2-carbonyl)-3-fluoropiperidin-1-yl)-N,N-dimethyl-pyrimidine-4-carboxamide FC=1C=C(C=C(C1)F)[C@H]1N(OCC1)C(=O)[C@@H]1[C@@H](CN(CC1)C1=CC(=NC=N1)C(=O)N(C)C)F